OCC1=CC=C(C=C1)NC([C@@H](NC([C@@H](NC(CCOCCOCCOCCOCCNC(OCC1C2=CC=CC=C2C=2C=CC=CC12)=O)=O)C(C)C)=O)C)=O (9H-fluoren-9-yl)methyl ((17S,20S)-21-((4-(hydroxymethyl)phenyl)amino)-17-isopropyl-20-methyl-15,18,21-trioxo-3,6,9,12-tetraoxa-16,19-diazahenicosyl)carbamate